C(C)(C)(C)OC(=O)N1C(COCCC1)C1=C(C=CC(=C1)CO)Cl 3-[2-Chloro-5-(hydroxymethyl)phenyl]-1,4-oxazepan-4-carboxylic acid tert-butyl ester